ClC=1C(=CC(=NC1)OC)C(C(=O)N1C[C@H](CC1)NC1=NC(=C(C=C1)C1=NN(C(=N1)C(F)F)C)C)C 2-(5-chloro-2-methoxypyridin-4-yl)-1-[(3S)-3-({5-[5-(difluoromethyl)-1-methyl-1H-1,2,4-triazol-3-yl]-6-methylpyridin-2-yl}amino)pyrrolidin-1-yl]propan-1-one